COC(=O)C1=CC(=NN1[C@@H](CO[Si](C)(C)C(C)(C)C)C1=CC=CC=C1)C(NC)=O.O1COC2=C1C=CC(=C2)NCC(=O)NN (benzo[d][1,3]dioxol-5-ylamino)acethydrazide (R)-Methyl-1-(2-((tert-Butyldimethylsilyl)oxy)-1-phenylethyl)-3-(methylcarbamoyl)-1H-pyrazole-5-carboxylate